3,3'-((((2-(3-(2-carboxy-2-(pyrrolidin-3-yl)ethyl)-5-methoxyphenoxy)ethyl)azanediyl)bis(ethane-2,1-diyl))bis(5-methoxy-3,1-phenylene))bis(2-(pyrrolidin-3-yl)propanoic acid) C(=O)(O)C(CC=1C=C(OCCN(CCC=2C=C(C=C(C2)OC)CC(C(=O)O)C2CNCC2)CCC=2C=C(C=C(C2)OC)CC(C(=O)O)C2CNCC2)C=C(C1)OC)C1CNCC1